[N+](=O)([O-])C1=CC2=CC=C3C=CC=C4C(=C(C(=C1)C2=C43)[N+](=O)[O-])[N+](=O)[O-] 2,4,5-trinitropyrene